C(C(C)C)C(CC(C)C)(C#CC(CC(C)C)(O)CC(C)C)O 4,7-diisobutyl-2,9-dimethyl-dec-5-yne-4,7-diol